CN(CCN(O)C)C N,N,N'-trimethyl-N'-hydroxyethylenediamine